O=C1NC=2CCN(CC2C=C1C(=O)N)C(=O)C1C(C1)C1=CC=CC=C1 2-oxo-6-(2-phenylcyclopropanecarbonyl)-1,2,5,6,7,8-hexahydro-1,6-naphthyridine-3-carboxamide